CC1CCN(CC1)N(C(N)=O)CC1=CC=CC=C1 3-(4-methylpiperidine-1-yl)-3-benzylurea